FC1=C(C=C(C=C1)OC(F)(F)F)CC(=O)NC1=CC=C(N=N1)CCCCC1=NN=C(S1)C(=O)NCCO 5-(4-(6-(2-(2-fluoro-5-(trifluoromethoxy)phenyl)acetamido)pyridazin-3-yl)butyl)-N-(2-hydroxyethyl)-1,3,4-thiadiazole-2-carboxamide